4-Chloro-5-(3-((4-fluoro-2-(trifluoromethyl)phenyl)amino)-5,6-dihydroimidazo[1,2-a]pyrazin-7(8H)-yl)-2-(tetrahydro-2H-pyran-2-yl)pyridazin-3(2H)-one ClC=1C(N(N=CC1N1CC=2N(CC1)C(=CN2)NC2=C(C=C(C=C2)F)C(F)(F)F)C2OCCCC2)=O